CC1=CC=C(C=C1)[C@H](O)C1=NC=CC=C1 (S)-(4-methylphenyl)(2-pyridyl)methanol